CC1(CCN(CC1)C(=O)OC(C)(C)C)CC1=CC=NC=C1 tert-butyl 4-methyl-4-(4-pyridylmethyl)piperidine-1-carboxylate